methyl (2R)-2-[[(2R)-2-(tert-butoxycarbonylamino)-3-phenylpropionyl] amino]-4-methylpentanoate C(C)(C)(C)OC(=O)N[C@@H](C(=O)N[C@@H](C(=O)OC)CC(C)C)CC1=CC=CC=C1